N1=C(C=CC=C1)C1NCCC1 2-(Pyridin-2-yl)-pyrrolidine